(3S,4S)-2,5-dioxotetrahydrofuran-3,4-diyl dibenzoate C(C1=CC=CC=C1)(=O)O[C@@H]1C(OC([C@H]1OC(C1=CC=CC=C1)=O)=O)=O